ClC1=NC=2N(C(=C1)NC1CCS(CC1)(=O)=O)N=C(C2C2=CC=C(C=C2)Cl)C2=C(C=CC=C2)Cl 5-chloro-2-(2-chlorophenyl)-3-(4-chlorophenyl)-N-(1,1-dioxothian-4-yl)pyrazolo[1,5-a]pyrimidin-7-amine